1-(bromomethyl)-3-fluoro-2-iodobenzene BrCC1=C(C(=CC=C1)F)I